OP(O)(=O)OP(=O)(O)O.CCCCC.CCCCC dipentane diphosphate